CC=1C=C(C=C(C1OC=1C=CC2=C(N(C=N2)C)C1)CC)N1N=C(C(NC1=O)=O)C#N 2-(3-methyl-5-ethyl-4-((1-methyl-1H-benzo[d]imidazol-6-yl)oxy)phenyl)-3,5-dioxo-2,3,4,5-tetrahydro-1,2,4-triazine-6-carbonitrile